3-(5-(benzyloxy)-2-methylbenzofuran-3-carboxamido)-4-fluoropiperidine-1-carboxylic acid tert-butyl ester C(C)(C)(C)OC(=O)N1CC(C(CC1)F)NC(=O)C1=C(OC2=C1C=C(C=C2)OCC2=CC=CC=C2)C